1-(4-((4-((4-fluoro-5-(furan-2-yl)-2-methoxy-phenyl)amino)-7-methoxy-quinazolin-6-yl)oxy)piperidin-1-yl)prop-2-en-1-one FC1=CC(=C(C=C1C=1OC=CC1)NC1=NC=NC2=CC(=C(C=C12)OC1CCN(CC1)C(C=C)=O)OC)OC